1-methyl-3-(4-((16-octadecyltetratriacontan-11-yl)oxy)-4-oxobutyl)-1H-imidazol-3-ium bromide [Br-].CN1C=[N+](C=C1)CCCC(=O)OC(CCCCCCCCCC)CCCCC(CCCCCCCCCCCCCCCCCC)CCCCCCCCCCCCCCCCCC